ClC1=NC=C(C(=C1)C1=C(C=NC(=C1)C)C(=O)NC=1SC(=NN1)OCC1CCC(CC1)(C)O)OC 2'-chloro-N-(5-(((1r,4r)-4-hydroxy-4-methylcyclohexyl)methoxy)-1,3,4-thiadiazol-2-yl)-5'-methoxy-6-methyl-(4,4'-bipyridine)-3-carboxamide